N-[2-({4-[(2-aminopyridin-4-yl)amino]-6-(5-chloro-2-fluorophenyl)pyridazin-3-yl}-oxy)ethyl]methanesulfonamide NC1=NC=CC(=C1)NC1=C(N=NC(=C1)C1=C(C=CC(=C1)Cl)F)OCCNS(=O)(=O)C